C(C)OCC1=NOC=N1 (ethoxymethyl)-1,2,4-oxadiazol